3-ethylbutan C(C)C(CC)C